ClC=1C=C2C(N(C1)C(C(=O)NC1=C(C=CC(=C1)NC1CNCC1)C)CC)=NC(=N2)SCC2=CC=C(C=C2)F 2-(6-chloro-2-((4-fluorobenzyl)thio)-4H-imidazo[4,5-b]pyridin-4-yl)-N-(2-methyl-5-(pyrrolidin-3-ylamino)phenyl)butanamide